methyl (2S,4R)-4-hydroxy-1-methyl-pyrrolidine-2-carboxylate O[C@@H]1C[C@H](N(C1)C)C(=O)OC